N2-methyl-3-(1-phenylethoxy)-1H-pyrrole-2,5-dicarboxamide CNC(=O)C=1NC(=CC1OC(C)C1=CC=CC=C1)C(=O)N